FC1(CN(C1)C(=O)OC(C)(C)C)COC(=O)OC1=CC=C(C=C1)[N+](=O)[O-] tert-butyl 3-fluoro-3-((((4-nitrophenoxy)carbonyl) oxy)methyl)azetidine-1-carboxylate